ClC=1C=C(CNC2=NC(=NC3=CC=C(C=C23)C=2C(=NOC2C)C)C2=CCN(CC2)C(=O)OC(C)(C)C)C=CC1 tert-butyl 4-(4-((3-chlorobenzyl) amino)-6-(3,5-dimethylisoxazol-4-yl) quinazolin-2-yl)-5,6-dihydropyridine-1(2H)-carboxylate